3-(methylpropionyloxymethyl)-2-phenyloxetane CC(C1C(OC1)C1=CC=CC=C1)OC(CC)=O